OC(C)(C)C1=C(C=C(C=C1)CC#N)C1=CC2=C(NC=N2)C=C1 2-(4-(2-hydroxypropan-2-yl)-3-(1H-benzimidazol-5-yl)phenyl)acetonitrile